5-bromo-N-(2-(dimethylamino)ethyl)picolinamide BrC=1C=CC(=NC1)C(=O)NCCN(C)C